C(C)(C)(C)OC(=O)N[C@H](CCO)C(=O)OCC1=CC=CC=C1 benzyl (tert-butoxycarbonyl)-D-homoserinate